3-ethoxy-4,6-difluorodibenzo[b,d]furan C(C)OC=1C=CC2=C(OC3=C2C=CC=C3F)C1F